tert-butyl (2S,5S)-2-(hydroxymethyl)-5-(propan-2-yl)morpholine-4-carboxylate OC[C@@H]1CN([C@H](CO1)C(C)C)C(=O)OC(C)(C)C